2-(2-Chlorophenyl)-1-(4-(2-(cyclopropylamino)ethyl)benzyl)-3-fluoro-1H-indol-5-ol ClC1=C(C=CC=C1)C=1N(C2=CC=C(C=C2C1F)O)CC1=CC=C(C=C1)CCNC1CC1